1-(4-(6-(2-((tert-butyldiphenylsilyl)oxy)-6-fluorophenyl)-7-chloro-4-cyclopropylphthalazin-1-yl)piperazin-1-yl)prop-2-en-1-one [Si](C1=CC=CC=C1)(C1=CC=CC=C1)(C(C)(C)C)OC1=C(C(=CC=C1)F)C=1C=C2C(=NN=C(C2=CC1Cl)N1CCN(CC1)C(C=C)=O)C1CC1